3-hydroxyVALERIC ACID OC(CC(=O)O)CC